CC1=C(C(=O)O)C(=CC(=C1)O)C 2,6-dimethyl-4-hydroxybenzoic acid